N-[(2R,3S)-1-[4-(difluoromethylidene)piperidin-1-yl]-3-(3-fluoro-4-nitrophenyl)-1-oxobutan-2-yl]propanamide FC(=C1CCN(CC1)C([C@@H]([C@@H](C)C1=CC(=C(C=C1)[N+](=O)[O-])F)NC(CC)=O)=O)F